8-((R)-1-((4-fluoro-2-(methylsulfonyl)phenyl)amino)ethyl)-3,6-dimethyl-2-((S)-tetrahydro-2H-pyran-3-yl)quinazolin-4(3H)-one FC1=CC(=C(C=C1)N[C@H](C)C=1C=C(C=C2C(N(C(=NC12)[C@H]1COCCC1)C)=O)C)S(=O)(=O)C